[N+](=O)([O-])CCNCCS(=O)(=O)O N-(2-nitroethyl)taurine